C(C=CCCC)(=O)[O-].[NH4+] ammonium hexenoate